bicyclo[2.2.1]heptanetetracarboxylic acid C12(C(C(C(CC1)C2)C(=O)O)(C(=O)O)C(=O)O)C(=O)O